(2R,3S)-N-((3S)-5-(4-fluorophenyl)-9-methyl-2-oxo-2,3-dihydro-1H-1,4-benzodiazepin-3-yl)-2,3-bis(3,3,3-trifluoropropyl)succinamide FC1=CC=C(C=C1)C1=N[C@@H](C(NC2=C1C=CC=C2C)=O)NC([C@@H]([C@@H](C(=O)N)CCC(F)(F)F)CCC(F)(F)F)=O